2,3-diphenyl-2-butene C1(=CC=CC=C1)C(C)=C(C)C1=CC=CC=C1